C(C)N1C2=C(C=CC1=O)N(C=C2C2=NC(=NC(=C2F)OC2CCC(CC2)C(F)(F)F)C)CCO rel-4-ethyl-3-(5-fluoro-2-methyl-6-{[(1r,4r)-4-(trifluoromethyl)-cyclohexyl]oxy}pyrimidin-4-yl)-1-(2-hydroxyethyl)-1H,4H,5H-pyrrolo[3,2-b]pyridin-5-one